N[C@@H]1C2=CC(=CC=C2CC12CCN(CC2)C=2N=NC(=CN2)SC2=C(C(=CC=C2)N)Cl)C#N (S)-1-amino-1'-(6-((3-amino-2-chlorophenyl)thio)-1,2,4-triazin-3-yl)-1,3-dihydrospiro[indene-2,4'-piperidine]-6-carbonitrile